FC(CN1N=CC(=C1)I)F 1-(2,2-difluoroethyl)-4-iodo-1H-pyrazole